ClC1=CC(=C(C=C1)N1C(SC2=C1C=CC(=C2)OC)=O)F 3-(4-chloro-2-fluoro-phenyl)-6-methoxybenzothiazol-2(3H)-one